N-(4-amidinophenyl)-5-chloro-2-(4,4-difluoroazepan-1-yl)-6-methylnicotinamide C(N)(=N)C1=CC=C(C=C1)NC(C1=C(N=C(C(=C1)Cl)C)N1CCC(CCC1)(F)F)=O